(±)-3-(4-((5-Chloro-7-cyclopropylpyrrolo[2,1-f][1,2,4]triazin-2-yl)amino)-3-methyl-1H-pyrazol-1-yl)-3-methyldihydrofuran-2(3H)-one ClC=1C=C(N2N=C(N=CC21)NC=2C(=NN(C2)[C@]2(C(OCC2)=O)C)C)C2CC2 |r|